N1C(=NC2=C1C=CC=C2)C2=CC(=NN2CC2=CC=C(C=C2)OC)NC(=O)C=2C=CC(=NC2)N2[C@@H](CCC2)C(=O)OC(C)(C)C tert-butyl (2S)-1-[5-[[5-(1H-benzimidazol-2-yl)-1-[(4-methoxyphenyl)-methyl]pyrazol-3-yl] carbamoyl]-2-pyridyl]pyrrolidine-2-carboxylate